2-(11-ethyl-9-oxo-1-azatricyclo[6.3.1.04,12]dodeca-2,4(12),5,7-tetraen-2-yl)-7-fluoro-1-methyl-benzimidazole-5-carboxylic acid C(C)C1CC(C2=CC=CC=3C=C(N1C32)C3=NC2=C(N3C)C(=CC(=C2)C(=O)O)F)=O